FC=1C=C(C(=O)O)C=C(C1COC1=CC=C(C=C1)OS(=O)(=O)F)F 3,5-difluoro-4-((4-((fluorosulfonyl)oxy)phenoxy)methyl)benzoic acid